N(=C=O)CC1SC(SCC1CN=C=O)C 4,5-bis(isocyanatomethyl)-2-methyl-1,3-dithiane